3-(3-(difluoromethyl)-5-(3-(1-(o-tolyl)cyclopropyl)-1,2,4-oxadiazol-5-yl)-1H-pyrazol-1-yl)propanamide FC(C1=NN(C(=C1)C1=NC(=NO1)C1(CC1)C1=C(C=CC=C1)C)CCC(=O)N)F